COC=1C(C=2C(=CC=C3C=CC=C(C1)C23)C2=CC(=C(C(=C2)OC)OC)OC)=O 2-Methoxy-9-(3,4,5-trimethoxyphenyl)-1H-phenalen-1-one